ClC1=C2C(N(C=NC2=CC=C1SC1=CN=C(N=N1)N1CCC2([C@@H]([C@@H](OC2)C)NS(=O)C(C)(C)C)CC1)CCOC)=O N-((3S,4S)-8-(6-((5-chloro-3-(2-methoxyethyl)-4-oxo-3,4-dihydroquinazolin-6-yl)thio)-1,2,4-triazin-3-yl)-3-methyl-2-oxa-8-azaspiro[4.5]decan-4-yl)-2-methylpropane-2-sulfinamide